C1(=CC=C(C=C1)C1=NC(=NC(=N1)C=1C=C(C=CC1)C=1C(=CC=CC1)C1=CC=CC=C1)Cl)C1=CC=CC=C1 2-([1,1'-biphenyl]-4-yl)-4-([1,1':2',1''-terphenyl]-3-yl)-6-chloro-1,3,5-triazine